tert-butyl 3-(1-hydroxyethyl)morpholine-4-carboxylate OC(C)C1N(CCOC1)C(=O)OC(C)(C)C